BrC1=CC=C(C=C1)[C@H]1CO[C@@H](CN1C(=O)OC(C)(C)C)C |r| rac-tert-butyl (2R,5S)-5-(4-bromophenyl)-2-methylmorpholine-4-carboxylate